(S)-6-amino-5-((2-amino-3-chloropyridin-4-yl)thio)-2-(1-amino-6-fluoro-1,3-dihydrospiro[indene-2,4'-piperidin]-1'-yl)-3-methylpyridin-4(3H)-one NC1=C(C([C@H](C(=N1)N1CCC2(CC1)C(C1=CC(=CC=C1C2)F)N)C)=O)SC2=C(C(=NC=C2)N)Cl